C(CCC)OCCNCCCC=1NC=CN1 N-(2-(n-butoxy)ethyl)-3-(imidazolyl)propan-1-amine